C[S+](C1=CC(=CC=C1)Cl)(C)=O dimethyl-(m-chlorophenyl)sulfonium oxide